C1(=CC=CC=C1)NC1=CC=CC(=N1)N1CC2C(C1)CN(C2)C=2C(=NC(=NC2)NC2=CC=CC=C2)C(=O)C2=NC(=NC=C2N2CC1CN(CC1C2)C2=NC(=CC=C2)NC2=CC=CC=C2)NC2=CC=CC=C2 (5-(6-(phenylamino)pyridinyl)hexahydropyrrolo[3,4-c]pyrrol-2(1H)-yl)(2-(phenylamino)pyrimidin-4-yl) ketone